N-(1-amino-3-((tert-butyldimethylsilyl)oxy)-2-methyl-1-oxopropan-2-yl)-2-methyl-5-((1-(trifluoromethyl)cyclopropyl)methoxy)benzofuran-3-carboxamide NC(C(CO[Si](C)(C)C(C)(C)C)(C)NC(=O)C1=C(OC2=C1C=C(C=C2)OCC2(CC2)C(F)(F)F)C)=O